1-(pyridin-4-yl)-1-(1-(2,2,2-trifluoroethyl)-1H-pyrazol-3-yl)ethan-1-ol N1=CC=C(C=C1)C(C)(O)C1=NN(C=C1)CC(F)(F)F